Perfluoro-2,3-dimethyl-2-pentene FC(C(=C(C(C(F)(F)F)(F)F)C(F)(F)F)C(F)(F)F)(F)F